C(C)C=1C(=CC=C2C=C(C=C(C12)C1=C(C=2N=C(N=C(C2C=N1)N1C=C2C(C1)CNC2)OCC21CCCN1CC(C2)=C)F)O)F 5-(7-(8-ethyl-7-fluoro-3-hydroxynaphthalen-1-yl)-8-fluoro-2-((2-methylenetetrahydro-1H-pyrrolizin-7a(5H)-yl)methoxy)pyrido[4,3-d]pyrimidin-4-yl)tetrahydropyrrolo[3,4-c]pyrrole